C(C=C)(=O)N1CC(CC1)C=1N=C(N2C(=NC=CC21)N)C2=CC(=C(OC=1C=C(C#N)C=CN1)C=C2)F 2-(4-(1-(1-acryloylpyrrolidin-3-yl)-5-aminoimidazo[1,5-c]pyrimidin-3-yl)-2-fluorophenoxy)isonicotinonitrile